5-{[(1,1-dioxo-1λ6-thian-4-yl)amino]methyl}-1-(2,2,2-trifluoroethyl)-1H-indol O=S1(CCC(CC1)NCC=1C=C2C=CN(C2=CC1)CC(F)(F)F)=O